(S)-2-(3-(2-(3-fluoroazetidin-1-yl)ethyl)-4,5-dimethyl-6-oxopyridazine-1(6H)-yl)-4-methylpentanamide FC1CN(C1)CCC1=NN(C(C(=C1C)C)=O)[C@H](C(=O)N)CC(C)C